CN(C(OC(C)(C)C)=O)CC(C1=NC(=CC=C1)C(F)(F)F)=O tert-Butyl methyl(2-oxo-2-(6-(trifluoromethyl)pyridin-2-yl)ethyl)carbamate